C(CCCCCCC)P1(OC2=C(C(=C(C=C2)C(C)(C)C)C(C)(C)C)CC2=C(C=CC(=C2C(C)(C)C)C(C)(C)C)O1)[O-] methylenebis(di-t-butylphenyl) octylphosphite